ClC1=NC2=C(C=3C=CC=C(C13)F)N(N=N2)C 5-chloro-6-fluoro-1-methyl-1H-[1,2,3]triazolo[4,5-c]isoquinoline